C(C)OC1=CC=C(C=C1)C1=NNC2=NC=C(C=C21)C2=CC=C(C=C2)N2CCN(CC2)C 3-(4-ethoxyphenyl)-5-(4-(4-methylpiperazin-1-yl)phenyl)-1H-pyrazolo[3,4-b]pyridine